N-benzyl-2-(5-(4-fluoro-2-(4-isopropylpyrimidin-5-yl)phenoxy)pyrimidin-4-yl)-5-oxa-2-azaspiro[3.4]octan-7-amine C(C1=CC=CC=C1)NC1COC2(CN(C2)C2=NC=NC=C2OC2=C(C=C(C=C2)F)C=2C(=NC=NC2)C(C)C)C1